C(C)C1C(=O)OC(CC1)C α-ethyl-δ-caprolactone